((2-(bis(4-methoxybenzyl)amino)pyrimidin-4-yl)methyl)carbamic acid tert-butyl ester C(C)(C)(C)OC(NCC1=NC(=NC=C1)N(CC1=CC=C(C=C1)OC)CC1=CC=C(C=C1)OC)=O